FC1=CC=2N(C=C1)N=C(N2)N[C@@H]2C[C@H](CC2)NC2=CC=C(C=N2)N2C(C1=NC(=CC=C1C2)C(C)(C)O)=O 6-(6-(((1S,3S)-3-((7-fluoro-[1,2,4]triazolo[1,5-a]pyridin-2-yl)amino)cyclopentyl)amino)pyridin-3-yl)-2-(2-hydroxypropan-2-yl)-5,6-dihydro-7H-pyrrolo[3,4-b]pyridin-7-one